(R)-(Z)-3-((3-butyl-5-(4-fluorophenyl)-7-(methylthio)-1,1-dioxido-2,3,4,5-tetrahydro-1,2,5-benzothiadiazepin-8-yl)oxy)-2-fluoroacrylic acid C(CCC)[C@H]1NS(C2=C(N(C1)C1=CC=C(C=C1)F)C=C(C(=C2)O\C=C(\C(=O)O)/F)SC)(=O)=O